C1=CCC=2C=NC=3C=CC=CC3C21 3H-cyclopenta[c]quinoline